2-((5-(4-cyanophenoxy)-4-methylthiazol-2-yl)amino)-2-oxoethyl methylsulfamate CNS(OCC(=O)NC=1SC(=C(N1)C)OC1=CC=C(C=C1)C#N)(=O)=O